COC(=O)C=1N(C=C(C1)C1=NC(=NC=C1Cl)Cl)CCNC(=O)OC(C)(C)C 1-(2-((tert-Butoxycarbonyl)amino)ethyl)-4-(2,5-dichloropyrimidin-4-yl)-1H-pyrrole-2-carboxylic acid methyl ester